3-benzyl-5-(4-(6-(1-methyl-1H-pyrazol-4-yl)pyrazolo[1,5-a]pyridin-3-yl)piperazin-1-yl)-1,2,4-oxadiazole C(C1=CC=CC=C1)C1=NOC(=N1)N1CCN(CC1)C=1C=NN2C1C=CC(=C2)C=2C=NN(C2)C